ClC=1C(=C(C=CC1)NC=1C(=NN2C1C(NCC2)=O)C2=CC(=NC=C2)NC2=NN(N=C2)C)OC 3-[(3-chloro-2-methoxyphenyl)amino]-2-{2-[(2-methyl-1,2,3-triazol-4-yl)amino]pyridin-4-yl}-5H,6H,7H-pyrazolo[1,5-a]pyrazin-4-one